FC1=C2C=CC=NC2=CC=C1/C=C/C(=O)OCC Ethyl (E)-3-(5-fluoroquinolin-6-yl)acrylate